CN1N=CC2=C(C=CC(=C12)NS(=O)(=O)C=1C=NN(C1)C1=CC(=NC=C1)C(F)(F)F)C N-(1,4-DIMETHYL-1H-INDAZOL-7-YL)-1-(2-(TRIFLUOROMETHYL)PYRIDIN-4-YL)-1H-PYRAZOLE-4-SULFONAMIDE